6-chloro-1-methyl-4-[(3s,4r)-3-methyl-4-[4-(trifluoromethoxy)anilino]-1-piperidinyl]-2-oxo-quinoline-3-carbonitrile ClC=1C=C2C(=C(C(N(C2=CC1)C)=O)C#N)N1C[C@@H]([C@@H](CC1)NC1=CC=C(C=C1)OC(F)(F)F)C